COC(C(=C)CBr)=O 2-(bromomethyl)acrylic acid methyl ester